4-(5-(1-methyl-1H-pyrazol-4-yl)thieno[3,2-b]-pyridin-3-yl)picolinonitrile CN1N=CC(=C1)C1=CC=C2C(=N1)C(=CS2)C2=CC(=NC=C2)C#N